C(C=C)C1=CC=C(C2=CC=CC=C12)C1=CC=CC2=CC=CC=C12 1-allyl-4-naphthyl-naphthalene